FC=1C=CC(=C(C(=O)N2[C@@H](COCC2)C)C1)C=1C=2N(C=C(C1)C1CN(C1)C(C)C1CCOCC1)C(=NC2F)C (3R)-4-[5-fluoro-2-(1-fluoro-3-methyl-6-{1-[1-(oxan-4-yl)ethyl]azetidin-3-yl}imidazo[1,5-a]pyridin-8-yl)benzoyl]-3-methylmorpholine